ClC=1C=CC2=C([C@H](C[C@H](O2)C(=O)NC23CC(C2)(C3)C=3OC(=NN3)COC3=CC(=C(C=C3)Cl)F)O)C1 (2S,4S)-6-chloro-N-(3-{5-[(4-chloro-3-fluorophenoxy)methyl]-1,3,4-oxadiazol-2-yl}bicyclo[1.1.1]pent-1-yl)-4-hydroxy-3,4-dihydro-2H-1-benzopyran-2-carboxamide